4-(2-(isopropylamino)ethyl)aniline C(C)(C)NCCC1=CC=C(N)C=C1